1-[2-(4-chloro-2-methylphenyl)-3-(pyridin-4-yl)-6,7-dihydropyrazolo[1,5-a]pyrazin-5(4H)-yl]prop-2-en-1-one ClC1=CC(=C(C=C1)C1=NN2C(CN(CC2)C(C=C)=O)=C1C1=CC=NC=C1)C